ClC1=NC(=C(C2=C1C=NN2CC2=CC=C(C=C2)OC)C(=O)N)Cl 4,6-dichloro-1-(4-methoxybenzyl)-1H-pyrazolo[4,3-c]pyridine-7-carboxamide